N-benzyl-7-(3,4-dichlorobenzoyl)-2-(4-methoxy-2-methyl-phenyl)-3-oxo-6,8-dihydro-5H-imidazo[1,5-a]pyrazine-1-carboxamide C(C1=CC=CC=C1)NC(=O)C=1N(C(N2C1CN(CC2)C(C2=CC(=C(C=C2)Cl)Cl)=O)=O)C2=C(C=C(C=C2)OC)C